tert-butyl (R)-3-((((2,5-dioxopyrrolidin-1-yl)oxy)carbonyl)oxy)pyrrolidine-1-carboxylate O=C1N(C(CC1)=O)OC(=O)O[C@H]1CN(CC1)C(=O)OC(C)(C)C